COC1=CC=C2C=CC=C(C2=C1)CC(=O)NCC1=CC(=CC=C1)C 2-(7-methoxynaphthalen-1-yl)-N-(3-methylbenzyl)acetamide